2-chloro-4-(8-(3-(4-(1-(2-(2,6-dioxopiperidin-3-yl)-1,3-dioxoisoindolin-5-yl)piperidin-4-yl)piperazine-1-carbonyl)benzoyl)-2,8-diazaspiro[4.5]decan-2-yl)benzonitrile ClC1=C(C#N)C=CC(=C1)N1CC2(CC1)CCN(CC2)C(C2=CC(=CC=C2)C(=O)N2CCN(CC2)C2CCN(CC2)C=2C=C1C(N(C(C1=CC2)=O)C2C(NC(CC2)=O)=O)=O)=O